2-(2-ethoxy-2-oxoethyl)-6-fluorobenzoic acid C(C)OC(CC1=C(C(=O)O)C(=CC=C1)F)=O